imidazole hydrochloride salt Cl.N1C=NC=C1